(2S,4R)-4-(difluoromethoxy)-1-((phenoxathiine-3-carbonyl)glycyl)-N-((1-(tetrahydro-2H-pyran-2-yl)-1H-pyrazolo[4,3-b]pyridin-6-yl)methyl)pyrrolidine-2-carboxamide FC(O[C@@H]1C[C@H](N(C1)C(CNC(=O)C=1C=CC=2SC3=CC=CC=C3OC2C1)=O)C(=O)NCC=1C=C2C(=NC1)C=NN2C2OCCCC2)F